Benzene butyrate C(CCC)(=O)O.C1=CC=CC=C1